C(C=1C(C(=O)OC2CCC2)=CC=CC1)(=O)OC1CCC1 dicyclobutyl phthalate